(3E)-1-chloro-7,7-dimethoxy-3-heptene ClCC\C=C\CCC(OC)OC